(R)-2-(N-[4-Amino-5-[4-(difluoromethoxy)benzoyl]thiazol-2-yl]-4-benzyloxyanilino)propanamid NC=1N=C(SC1C(C1=CC=C(C=C1)OC(F)F)=O)N(C1=CC=C(C=C1)OCC1=CC=CC=C1)[C@@H](C(=O)N)C